(S)-5-(5-methyl-3-(((4-methylmorpholin-2-yl)methyl)amino)-1,2,4-triazine-6-yl)benzothiophene-4-ol CC=1N=C(N=NC1C1=CC=C2C(C=CS2)=C1O)NC[C@H]1CN(CCO1)C